CN(C(=O)C1=NN2C(C(=CC(=C2)C)C)=C1)C N,4,6-trimethyl-N-methylpyrazolo[1,5-a]pyridine-2-carboxamide